C1(CCC1)CNCC=1C=C(C=2N(C1)C(=CN2)F)C(=O)NC2=CC(=CC=C2)C2(CC(C2)C)C2=NN=CN2C 6-(((cyclobutylmethyl)amino)methyl)-3-fluoro-N-(3-((1s,3s)-3-methyl-1-(4-methyl-4H-1,2,4-triazol-3-yl)cyclobutyl)phenyl)imidazo[1,2-a]pyridine-8-carboxamide